benzyl {1-tert-butyl-3-[(1S,3R)-3-hydroxycyclopentyl]1H-pyrazol-5-yl}carbamate C(C)(C)(C)N1N=C(C=C1NC(OCC1=CC=CC=C1)=O)[C@@H]1C[C@@H](CC1)O